2,5-dimercaptoterephthalaldehyde SC1=C(C=O)C=C(C(=C1)C=O)S